C(CCOCCCCCCOCCCN)N 4,11-Dioxatetradecan-1,14-diamin